2-(morpholin-4-yl)-4-(propan-2-ylsulfanyl)-8-(1H-pyrazol-5-yl)-1,7-naphthyridine N1(CCOCC1)C1=NC2=C(N=CC=C2C(=C1)SC(C)C)C1=CC=NN1